C(C)(C)[Si](OC)(OC)CC(C)C isopropyl-isobutyl-dimethoxysilane